(S)-(2-Bromo-5-(difluoromethoxy)4-fluorophenyl)(3-(morpholinomethyl)-3,4-dihydroisoquinolin-2(1H)-yl)methanone BrC1=C(C=C(C(=C1)F)OC(F)F)C(=O)N1CC2=CC=CC=C2C[C@H]1CN1CCOCC1